OC=1C(=NC(=CC1)Br)C1=NC=CC=C1 3-hydroxy-6-bromo[2,2]bipyridine